N-(benzo[d]thiazol-2-yl)-2-(1H-indol-3-yl)acetamide S1C(=NC2=C1C=CC=C2)NC(CC2=CNC1=CC=CC=C21)=O